OC(CN1C[C@@H]2[C@H](C1)CC(C2)(O)CC2=CC(=CC=C2)OC)C2=NC=C(C=C2)O (3aR,5r,6aS)-2-(2-hydroxy-2-(5-hydroxypyridin-2-yl)ethyl)-5-(3-methoxybenzyl)octahydrocyclopenta[c]pyrrol-5-ol